NC1=CC=C(C=C1)N(C1=CC(=CC=C1)N(C1=CC=C(C=C1)N)C1=CC=C(C=C1)N)C1=CC=C(C=C1)N 1-N,1-N,3-N,3-N-tetrakis(4-aminophenyl)benzene-1,3-diamine